4-bromo-3-methyl-N-(4-(trifluoromethyl)pyridin-2-yl)benzamide BrC1=C(C=C(C(=O)NC2=NC=CC(=C2)C(F)(F)F)C=C1)C